NC=1C2=C(C(NN1)=O)N(C=C2C2=CC=C(C=C2)OC2=C(C=CC=C2F)F)[C@H]2CN(CC2)C(C#CC)=O 4-amino-1-[(3R)-1-but-2-ynoylpyrrolidin-3-yl]-3-[4-(2,6-difluorophenoxy)phenyl]-6H-pyrrolo[2,3-d]pyridazin-7-one